C1(CCCC1)N1C(C(=CC2=C1N=C(N=C2)NC2CCN(CC2)S(=O)(=O)CC(F)(F)F)C#N)=O 8-cyclopentyl-7-oxo-2-((1-((2,2,2-trifluoroethyl)sulfonyl)piperidin-4-yl)amino)-7,8-dihydropyrido[2,3-d]pyrimidine-6-carbonitrile